C(C1=CC=CC=C1)(=O)N1CC2(C(NC(N2)=O)=O)CC1 7-benzoyl-1,3,7-triazaspiro[4.4]nonane-2,4-dione